C(#N)N1C[C@@H](C[C@H]1COC)NC(=O)C=1OC(=CN1)C1=CC(=CC=C1)C(F)(F)F N-((3R,5S)-1-Cyano-5-(methoxymethyl)-pyrrolidin-3-yl)-5-(3-(trifluoromethyl)phenyl)oxazole-2-carboxamide